5-bromo-N-((1r,3r,5s,6r)-3-(6-chloro-1H-indazol-4-yl)-3-hydroxybicyclo[3.1.0]hexane-6-yl)nicotinamide BrC=1C=NC=C(C(=O)NC2[C@H]3CC(C[C@@H]23)(O)C2=C3C=NNC3=CC(=C2)Cl)C1